ClC1=C(C=C(S1)C(=O)NC1=CC(=CC(=C1)NS(=O)(=O)C)Cl)C1=NC=C(C=C1OCC=1C=NC=C(C1)F)F 5-chloro-N-(3-chloro-5-methanesulfonamidophenyl)-4-{5-fluoro-3-[(5-fluoropyridin-3-yl)methoxy]pyridin-2-yl}thiophene-2-carboxamide